tert-butyl (S)-4-((2,2-difluoroethoxy)methyl)-1,2,3-oxathiazolidine-3-carboxylate 2,2-dioxide FC(COC[C@@H]1N(S(OC1)(=O)=O)C(=O)OC(C)(C)C)F